8-(4-chloro-2,5-dimethoxybenzylthio)-1,3,7-trimethyl-1H-purine-2,6(3H,7H)-dione ClC1=CC(=C(CSC2=NC=3N(C(N(C(C3N2C)=O)C)=O)C)C=C1OC)OC